COC1=CC=C(CN2C(C(CCC2=O)N2C3=C(C4=CC=CC=C24)C=C(C=N3)C#CCOCCOCCNC(OC(C)(C)C)=O)=O)C=C1 tert-butyl (2-(2-((3-(9-(1-(4-methoxybenzyl)-2,6-dioxopiperidin-3-yl)-9H-pyrido[2,3-b]indol-3-yl)prop-2-yn-1-yl)oxy)ethoxy)ethyl)carbamate